9-bromo-3-ethyl-4,7-dimethyl-3,4-dihydro-5H-pyrazolo[3,4-c]isoquinolin-5-one BrC=1C=2C3=C(N(C(C2C=C(C1)C)=O)C)N(N=C3)CC